C(#N)C1=C(C=C(OC2CCC(CC2)NC(=O)C2=NC=C(N=C2)Cl)C=C1)C(F)(F)F 5-chloro-pyrazine-2-carboxylic acid [4-(4-cyano-3-trifluoromethyl-phenoxy)-cyclohexyl]-amide